CC1CCCC(C1)(C)C 3,5,5-tri-methylcyclohexane